FC1=C(C(=CC(=C1)N1N=CC(=C1)[N+](=O)[O-])F)C=1N=C2N(C=CC(=C2)C)C1C[C@H]1CN(CCO1)C(=O)OC(C)(C)C tert-butyl (S)-2-((2-(2,6-difluoro-4-(4-nitro-1H-pyrazol-1-yl)phenyl)-7-methylimidazo[1,2-a]pyridin-3-yl)methyl)morpholine-4-carboxylate